tert-butyl N-[2-methyl-4-(4-{2-methyl-5-[2-(trifluoromethyl)pyridine-4-amido]phenyl}-6-(morpholin-4-yl)pyridin-2-yl)but-3-yn-2-yl]carbamate CC(C)(C#CC1=NC(=CC(=C1)C1=C(C=CC(=C1)NC(=O)C1=CC(=NC=C1)C(F)(F)F)C)N1CCOCC1)NC(OC(C)(C)C)=O